ClC1=CC(=C(C=N1)C#CC(CNO)C(F)(F)F)OCC1=CC=C(C=C1)OC N-(4-(6-chloro-4-((4-methoxybenzyl)oxy)pyridin-3-yl)-2-(trifluoromethyl)but-3-yn-1-yl)hydroxylamine